N-(6-(difluoromethyl)pyridin-3-yl)-6-(2-hydroxypropan-2-yl)-2-(1H-imidazol-1-yl)pyrimidine-4-carboxamide FC(C1=CC=C(C=N1)NC(=O)C1=NC(=NC(=C1)C(C)(C)O)N1C=NC=C1)F